4-(1-Menthoxy)-2-butanone C1(CCC(CC1)C(C)C)(C)OCCC(C)=O